FC1=C(C=CC=2N(C(=NC21)OC)C(=O)NCC#CC(C)C)N2CCN(CC2)C2CN(C2)C fluoro-2-methoxy-5-(4-(1-methylazetidin-3-yl)piperazin-1-yl)-N-(4-methylpent-2-yn-1-yl)-1H-benzo[d]Imidazole-1-carboxamide